1-((e)-1-(3-chloro-5-fluoro-2-((4-methoxyphenoxy)methyl)phenyl)ethyl)-3-ethyl-5-methylimidazolidine-2,4-dione ClC=1C(=C(C=C(C1)F)C(C)N1C(N(C(C1C)=O)CC)=O)COC1=CC=C(C=C1)OC